3-oxa-1,5-pentanediol C(COCCO)O